C(C)N(C1=CC(=C(C=C2C(N(C(N(C2=O)CC)=S)CC)=O)C=C1)C(C)C)CC 5-(4-(diethylamino)-2-isopropylbenzylidene)-1,3-diethyl-2-thiobarbituric acid